tris(hydroxymethyl)-ethane OCC(C)(CO)CO